2-(bromomethyl)-6-chloropyridine hydrochloride Cl.BrCC1=NC(=CC=C1)Cl